N-(3-(3,3,3-trifluoro-2-hydroxy-2-methylpropyl)-1,2,4-thiadiazol-5-yl)-4-(3-methoxyphenyl)furan-2-carboxamide methyl-4-((2S)-4-(2,2-difluoroethyl)piperazin-2-yl)benzoate COC(C1=CC=C(C=C1)[C@@H]1NCCN(C1)CC(F)F)=O.FC(C(CC1=NSC(=N1)NC(=O)C=1OC=C(C1)C1=CC(=CC=C1)OC)(C)O)(F)F